N-[2-(adamantan-1-yl)ethyl]-4-(morpholin-4-ylmethyl)benzamide C12(CC3CC(CC(C1)C3)C2)CCNC(C2=CC=C(C=C2)CN2CCOCC2)=O